tert-Butyl (3S,4S)-3-(hydroxymethyl)-4-(2-hydroxyphenyl)piperidine-1-carboxylate OC[C@@H]1CN(CC[C@@H]1C1=C(C=CC=C1)O)C(=O)OC(C)(C)C